FC1(CC(C1)(C(=O)NC1=NN(C2=NC=C(C=C21)C2=C(C1=C(OCO1)C=C2)F)CCC(C)(C)O)C)F 3,3-difluoro-N-(5-(4-fluorobenzo[d][1,3]dioxol-5-yl)-1-(3-hydroxy-3-methylbutyl)-1H-pyrazolo[3,4-b]pyridin-3-yl)-1-methylcyclobutane-1-carboxamide